vinylpyrrolidone N,N-dimethylaminoethylmethacrylate CN(C)CCOC(C(=C)C)=O.C(=C)N1C(CCC1)=O